C(C)(=O)NC1CCC(CC1)NC=1N=CC2=C(N1)C(=NC=C2)NC(C)C 2-(((1r,4R)-4-Acetamidocyclohexyl)amino)-8-(isopropylamino)pyrido[3,4-d]pyrimidine